1-(4-amino-3-pyridinyl)ethanone NC1=C(C=NC=C1)C(C)=O